CC1C(N=C(S1)N)=O 5-methyl-2-amino-4(5H)thiazolone